(R)-1-(2-chloropyridin-3-yl)ethyl (4-(5-(2-cyanoisonicotinamido) pyridin-2-yl)-1-methyl-1H-1,2,3-triazol-5-yl)carbamate C(#N)C=1C=C(C(=O)NC=2C=CC(=NC2)C=2N=NN(C2NC(O[C@H](C)C=2C(=NC=CC2)Cl)=O)C)C=CN1